methyl 4-amino-3-hydroxy-benzoate NC1=C(C=C(C(=O)OC)C=C1)O